methyl-(tri-n-butyl)ammonium tetraphenylborate C1(=CC=CC=C1)[B-](C1=CC=CC=C1)(C1=CC=CC=C1)C1=CC=CC=C1.C[N+](CCCC)(CCCC)CCCC